(2R)-6-(Benzyloxy)-2-{[(tert-Butoxycarbonyl)(3,3-difluoropropyl)amino]methyl}-5-[(2-tert-butoxy-2-oxoethyl)amino]-4-fluoro-2,3-dihydro-1H-indole-1-carboxylic acid tert-butyl ester C(C)(C)(C)OC(=O)N1[C@H](CC2=C(C(=C(C=C12)OCC1=CC=CC=C1)NCC(=O)OC(C)(C)C)F)CN(CCC(F)F)C(=O)OC(C)(C)C